(2S)-1-benzhydryl-2-methylazacyclobutanium C(C1=CC=CC=C1)(C1=CC=CC=C1)[NH+]1[C@H](CC1)C